O1C=C(C=C1)S(=O)(=O)N furan-3-sulfonamide